N1(CCCCCC1)C=1N=C(C2=C(C=NNC2=O)N1)NC1=CC=C(OC(C(=O)O)(C)C)C=C1 2-(4-((2-(azepan-1-yl)-5-oxo-5,6-dihydropyrimido[4,5-d]pyridazin-4-yl)amino)phenoxy)-2-methylpropanoic acid